tert-butyl (14-(3-(2-(((R)-5-amino-1-oxo-1-((4-(ureidomethyl)benzyl)amino)pentan-2-yl)amino)-2-oxo-1-phenylethyl)phenoxy)-3,6,9,12-tetraoxatetradecyl)carbamate NCCC[C@H](C(NCC1=CC=C(C=C1)CNC(=O)N)=O)NC(C(C1=CC=CC=C1)C=1C=C(OCCOCCOCCOCCOCCNC(OC(C)(C)C)=O)C=CC1)=O